(S)-6-Methyl-N-((S)-7-oxo-1-(5-(4-(pyridin-4-yl)phenyl)-1H-imidazol-2-yl)nonyl)-6-azaspiro[2.5]octan-1-carboxamid CN1CCC2(C[C@@H]2C(=O)N[C@@H](CCCCCC(CC)=O)C=2NC(=CN2)C2=CC=C(C=C2)C2=CC=NC=C2)CC1